ClC=1C(=NC=CN1)CNC(=O)[C@@H]1CN(CC1)C(=O)OCC1=CC=CC=C1 (S)-benzyl 3-(((3-chloropyrazin-2-yl) Methyl)carbamoyl)pyrrolidine-1-carboxylate